C(#N)C=1C=CC(=C2C=CC=NC12)C1C2(CC2(CN1)C(F)(F)F)C(=O)N[C@H]1CN(CC1)C (8-cyanoquinolin-5-yl)-N-[(3R)-1-methylpyrrolidin-3-yl]-5-(trifluoromethyl)-3-azabicyclo[3.1.0]hexane-1-carboxamide